6-chloro-4-{4-[(3,5-dichloro-2-hydroxyphenyl)methyl]piperazin-1-yl}-1-methyl-2-oxo-1,2-dihydro-1,5-naphthyridine-3-carbonitrile ClC=1N=C2C(=C(C(N(C2=CC1)C)=O)C#N)N1CCN(CC1)CC1=C(C(=CC(=C1)Cl)Cl)O